(R)-2-benzenesulfonyl-1-(4-methoxyphenyl)ethanol (3S)-1-(benzylamino)-3-((tert-butoxycarbonyl)amino)-1-oxo-4-((S)-2-oxopyrrolidin-3-yl)butan-2-yl-acetate C(C1=CC=CC=C1)NC(C(=O)O[C@@H](CS(=O)(=O)C1=CC=CC=C1)C1=CC=C(C=C1)OC)C(C=O)[C@H](C[C@H]1C(NCC1)=O)NC(=O)OC(C)(C)C